BrC=1C2=C(C(N(C1)C)=O)N(C(=C2C(=O)Cl)C)COCC[Si](C)(C)C 4-bromo-2,6-dimethyl-7-oxo-1-((2-(trimethylsilyl)ethoxy)methyl)-6,7-dihydro-1H-pyrrolo[2,3-c]pyridine-3-carbonyl chloride